CNCC1CN2C(O1)=C(C=N2)S(=O)(N)=N 2-((methylamino)methyl)-2,3-dihydropyrazolo[5,1-b]oxazole-7-sulfonimidamide